(1R,4S,12aR)-N-(2-chloro-4,6-difluorobenzyl)-7-hydroxy-6,8-dioxo-1,2,3,4,6,8,12,12a-octahydro-1,4-methanodipyrido[1,2-a:1',2'-d]pyrazine-9-carboxamide ClC1=C(CNC(=O)C=2C(C(=C3N(C[C@@H]4N(C3=O)[C@H]3CC[C@@H]4C3)C2)O)=O)C(=CC(=C1)F)F